(E)-2-(4-methylbenzylidene)-3,4-dihydronaphthalen-1(2H)-one CC1=CC=C(\C=C/2\C(C3=CC=CC=C3CC2)=O)C=C1